(E)-6-((2-(amino-methyl)-3-fluoro-allyl)oxy)-N-(3-methoxypropyl)-benzo[d]oxazol-2-amine 4-methyl-benzenesulfonate CC1=CC=C(C=C1)S(=O)(=O)O.NC/C(/COC1=CC2=C(N=C(O2)NCCCOC)C=C1)=C\F